CC1=C(OC(C(=O)O)CC)C(=CC(=C1)CN1N=CN(C1=O)C1=CC=C(C=C1)OC(F)(F)F)C 2-(2,6-Dimethyl-4-((5-oxo-4-(4-(trifluoromethoxy)phenyl)-4,5-dihydro-1H-1,2,4-triazol-1-yl)methyl)phenoxy)butanoic acid